FC(COC(C(=C)C)=O)(F)F 2,2,2-Trifluoroethyl-Methacrylat